CC1=C(C=CC(=C1)C1=C(C(=O)[O-])C=CC(=C1)OCCCCCCOOC(C=C)=O)C1=C(C(=O)[O-])C=CC(=C1)OCCCCCCOOC(C=C)=O 2-methyl-1,4-phenylenedi(4-((6-(acryloxyoxy) hexyl) oxy) benzoate)